bis(p-methylisopropylphenyl)ruthenium (II) dichloride CC1=CC(=C(C=C1)[Ru-2](C1=C(C=C(C=C1)C)C(C)C)(Cl)Cl)C(C)C